IC=1C(=NSC1C(=O)O)C1=CC=CC=C1 4-IODO-3-PHENYLISOTHIAZOLE-5-CARBOXYLIC ACID